oxo-3',4'-dihydro-1'H-spiro[piperidine-4,2'-quinoline]-1-carboxamide O=C1C2(NC3=CC=CC=C3C1)CCN(CC2)C(=O)N